CC1=C(SC=[N+]1CC2=CN=C(NC2=O)C)CCO.[Cl-] The molecule is a organic chloride salt having oxythiamine as the counterion. It has a role as an antimetabolite and a vitamin B1 antagonist. It contains an oxythiamine(1+).